C1CCC2=C(C=3CCCC3C=C12)NC(=O)NS(=O)(=O)\C=C\CNCC(C)(N1CCCC1)C (E)-N-((1,2,3,5,6,7-hexahydro-s-indacen-4-yl)carbamoyl)-3-((2-methyl-2-(pyrrolidin-1-yl)propyl)amino)prop-1-ene-1-sulfonamide